OC=1C(C=CC=CC1[C@@H]1O[C@@H](CC1)C)=O 2-hydroxy-3-((2R,5R)-5-methyltetrahydrofuran-2-yl)cyclohepta-2,4,6-trien-1-one